C(C)[S@@](=O)C=1C=C(C=NC1C=1N=C2N(C=NC(=C2)SC(F)(F)F)C1)OC(C#N)(C)C 2-[[5-[(R)-ethylsulfinyl]-6-[7-(trifluoromethylsulfanyl)imidazo[1,2-c]pyrimidin-2-yl]-3-pyridyl]oxy]-2-methyl-propanenitrile